3-[(4-fluorophenyl)methyl]-5-methyl-6-nitro-1,3-benzoxazol-2-one FC1=CC=C(C=C1)CN1C(OC2=C1C=C(C(=C2)[N+](=O)[O-])C)=O